4-(2-(nitrooxy)ethyl)-1,2-phenylene diacetate C(C)(=O)OC1=C(C=C(C=C1)CCO[N+](=O)[O-])OC(C)=O